O[C@@]1(CC[C@@H]2[C@H]3CC[C@]4([C@H]([C@@H]3C[C@H]2C1)CC[C@@H]4C(C)=O)C)C 1-((3S,3aS,5aR,5bS,8R,9aS,10aR,10bS)-8-hydroxy-3a,8-dimethylhexadecahydrocyclopenta[a]fluoren-3-yl)ethan-1-one